C(C)OC(C)(OCC)OC(C=C)=O acrylic acid 1,1-diethoxyethyl ester